1,4-DIHYDRO-4-OXOCHINOLIN O=C1C=CNC2=CC=CC=C12